COC(=O)C1=CC2=C(N(C(=N2)N)C)C=C1 2-amino-1-methyl-benzimidazole-5-carboxylic acid methyl ester